C(C)OC=1C=C(COC[C@H](CCCCN2C[C@@H]([C@H]([C@@H]([C@H](C2)O)O)O)O)F)C=CC1F (3S,4R,5R,6S)-1-{(5S)-6-[(3-ethoxy-4-fluorobenzyl)oxy]-5-fluorohexyl}-3,4,5,6-azepanetetrol